C1(CC1)C1=CN=C(C(=N1)C(=O)O)NC1=C(C(=CC(=C1)F)C1CCOCC1)OCC(F)(F)F 6-cyclopropyl-3-((5-fluoro-3-(tetrahydro-2H-pyran-4-yl)-2-(2,2,2-trifluoroethoxy)phenyl)amino)pyrazine-2-carboxylic acid